N-(3-(5,6-difluoro-1H-benzo[d]imidazol-2-yl)phenyl)-5-(pyridin-2-yl)pyrazin-2-amine FC1=CC2=C(NC(=N2)C=2C=C(C=CC2)NC2=NC=C(N=C2)C2=NC=CC=C2)C=C1F